O1COC2=C1C=CC(=C2)C[C@H](C)NC (S)-1-(benzo[d][1,3]dioxol-5-yl)-N-methylpropan-2-amine